5-[2-[(2,4-Dimethoxyphenyl)methylamino]-3-fluoropyridin-4-yl]oxy-3,4-difluoro-2-(2-fluoro-4-iodoanilino)benzoic acid methyl ester COC(C1=C(C(=C(C(=C1)OC1=C(C(=NC=C1)NCC1=C(C=C(C=C1)OC)OC)F)F)F)NC1=C(C=C(C=C1)I)F)=O